C(C)(C)(C)OC(=O)N=S(=O)(C1CC1)C1=CC=C(C(=O)OC)C=C1 methyl 4-(N-tert-butoxycarbonyl-S-cyclopropyl-sulfonimidoyl)benzoate